N1N=CC2=CC=C(C=C12)CN(C=1C=C(CN2C(CNCC2)=O)C=CC1)CC1=CC(=CC=C1)OC 1-(3-(((1H-indazol-6-yl)methyl)(3-methoxybenzyl)amino)benzyl)piperazin-2-one